r-benzyl-Nα-Boc-histidine C(C1=CC=CC=C1)N([C@H](CC1=CNC=N1)C(=O)O)C(=O)OC(C)(C)C